CC1=NC(=NO1)C(=O)[C@H]1N(CCC1)C(CNC(=O)C1=CC=NC2=CC=CC=C12)=O (S)-N-(2-(2-(5-methyl-1,2,4-oxadiazole-3-carbonyl)pyrrolidin-1-yl)-2-oxoethyl)quinoline-4-carboxamide